N-(benzhydrylideneamino)-4-(difluoromethoxy)pyridin-2-amine C(C1=CC=CC=C1)(C1=CC=CC=C1)=NNC1=NC=CC(=C1)OC(F)F